3-(4-(methoxycarbonyl)benzamido)-6,6-dimethyl-5,6-dihydropyrrolo[3,4-c]pyrazole-1(4H)-carboxylic acid ethyl ester C(C)OC(=O)N1N=C(C2=C1C(NC2)(C)C)NC(C2=CC=C(C=C2)C(=O)OC)=O